(2R)-N2-(4'-carbamoyl[1,1'-biphenyl]-4-yl)-N1-[4-(propan-2-yl)phenyl]pyrrolidine-1,2-dicarboxamide C(N)(=O)C1=CC=C(C=C1)C1=CC=C(C=C1)NC(=O)[C@@H]1N(CCC1)C(=O)NC1=CC=C(C=C1)C(C)C